methansulphonate CS(=O)(=O)[O-]